2-methoxy-4-[2-[(4-methoxyphenyl)methylamino]imidazo[2,1-b][1,3,4]thiadiazol-5-yl]phenol COC1=C(C=CC(=C1)C1=CN=C2SC(=NN21)NCC2=CC=C(C=C2)OC)O